N'-{4-[(4,5-dichlorothiazol-2-yl)oxy]-2,5-dimethylphenyl}-N-ethyl-N-methylmethaneimidamide ClC=1N=C(SC1Cl)OC1=CC(=C(C=C1C)N=CN(C)CC)C